1-[(2R)-2-[[4-(2-chloro-4-fluoro-phenyl)-7-quinolyl]oxy]propanoyl]-3,6-dihydro-2H-pyridine-5-carboxylic acid ClC1=C(C=CC(=C1)F)C1=CC=NC2=CC(=CC=C12)O[C@@H](C(=O)N1CCC=C(C1)C(=O)O)C